[N+](=O)([O-])C1=CC(=NC=C1)N(C(C)=O)C1=CC(=CC=C1)OC(F)(F)F N-(4-nitropyridin-2-yl)-N-[3-(trifluoromethoxy)phenyl]acetamide